C(COCCOCCOCCOCCOCCOCC#C)O 3,6,9,12,15,18-hexaoxahenicos-20-yn-1-ol